C(C)(C)(C)OC(=O)N(C1=C2C(=NC(=C1)C1=C(C=C(C=C1C)C(F)(F)F)OC)N=C(O2)N[C@H]2CN(CCC2)C(=O)OC(C)(C)C)C tert-Butyl (3R)-3-[[7-[tert-butoxycarbonyl(methyl)amino]-5-[2-methoxy-6-methyl-4-(trifluoromethyl)phenyl]oxazolo[4,5-b]pyridin-2-yl]amino]piperidine-1-carboxylate